O=C1NC(CCC1C1=NN(C2=CC=CC=C12)CC(=O)OC(C)(C)C)=O Tert-butyl 2-[3-(2,6-dioxopiperidin-3-yl)indazol-1-yl]acetate